1-Cyclopropyl-5,6-difluoro-2-(4-(trifluoromethyl)pyrimidin-5-yl)-1H-benzo[d]imidazol C1(CC1)N1C(=NC2=C1C=C(C(=C2)F)F)C=2C(=NC=NC2)C(F)(F)F